CN(C(=O)NC1=NC=NC(=C1)C(F)(F)F)C1CC2(CN(C2)C(=O)C=2C=NN3C2C=CC=C3)C1 1-methyl-1-(2-(pyrazolo[1,5-a]pyridine-3-carbonyl)-2-azaspiro[3.3]heptan-6-yl)-3-(6-(trifluoromethyl)pyrimidin-4-yl)urea